N-(2-(4-(dimethylamino)phenyl)-1H-benzo[d]imidazol-5-yl)-3-(4-hydroxyphenyl)propanamide CN(C1=CC=C(C=C1)C1=NC2=C(N1)C=CC(=C2)NC(CCC2=CC=C(C=C2)O)=O)C